N,N'-dithio-biscaprolactam C1(CCCCCN1SSN1C(CCCCC1)=O)=O